C(N=C=O)N=C=O methyleneisocyanate